CNCCN N-Methyl-1,2-ethandiamin